4-Fluoro-2-methyl-5-nitrophenyl 2,3,4,6-tetra-O-acetyl-α-D-mannopyranoside C(C)(=O)O[C@@H]1[C@@H](OC2=C(C=C(C(=C2)[N+](=O)[O-])F)C)O[C@@H]([C@H]([C@@H]1OC(C)=O)OC(C)=O)COC(C)=O